4-(4-bromophenyl)-6-(o-tolyl)-1H-pyrazolo[4,3-c]pyridin-3-amine BrC1=CC=C(C=C1)C1=NC(=CC2=C1C(=NN2)N)C2=C(C=CC=C2)C